N-(2-(indoline-1-yl)-5-(trifluoromethyl)phenyl)-2-Methylpropionamide N1(CCC2=CC=CC=C12)C1=C(C=C(C=C1)C(F)(F)F)NC(C(C)C)=O